F[C@@H]1CN(CC1)C(=O)[C@H]1[C@@H](CCC=2N1C(N(N2)CC2=C(C(=NC=C2)C(F)(F)F)F)=O)C(F)(F)F |&1:8,9| (5RS,6RS)-5-{[(3S)-3-Fluoropyrrolidin-1-yl]carbonyl}-2-{[3-fluoro-2-(trifluoromethyl)pyridin-4-yl]methyl}-6-(trifluoromethyl)-5,6,7,8-tetrahydro[1,2,4]triazolo[4,3-a]pyridin-3(2H)-on